N,N',N'',N'''-tetrakis-(4,6-bis-(butyl-(N-methyl-2,2,6,6-tetramethylpiperidin-4-yl)amino)-triazine-2-yl)-4,7-diazadecane-1,10-diamine C(CCC)N(C1=NN(NC(=C1)N(C1CC(N(C(C1)(C)C)C)(C)C)CCCC)NCCCN(CCN(CCCNN1NC(=CC(=N1)N(C1CC(N(C(C1)(C)C)C)(C)C)CCCC)N(C1CC(N(C(C1)(C)C)C)(C)C)CCCC)N1NC(=CC(=N1)N(C1CC(N(C(C1)(C)C)C)(C)C)CCCC)N(C1CC(N(C(C1)(C)C)C)(C)C)CCCC)N1NC(=CC(=N1)N(C1CC(N(C(C1)(C)C)C)(C)C)CCCC)N(C1CC(N(C(C1)(C)C)C)(C)C)CCCC)C1CC(N(C(C1)(C)C)C)(C)C